COC1=CC2=C(OC[C@@H](C(N2C)=O)NC(OC(C)(C)C)=O)C=C1 (S)-tert-butyl 7-methoxy-5-methyl-4-oxo-2,3,4,5-tetrahydrobenzo[b][1,4]oxazepin-3-ylcarbamate